N1=CC=CC2=CC(=CC=C12)N1C=CC2=C(C=CC=C12)CCN1CCC(CC1)(O)C(F)(F)F 1-(2-(1-(quinolin-6-yl)-1h-indol-4-yl)ethyl)-4-(trifluoromethyl)piperidin-4-ol